1-[5-(4,4,5,5-tetramethyl-1,3,2-dioxaborolan-2-yl)pyridin-2-yl]pyrrolidin-3-ol CC1(OB(OC1(C)C)C=1C=CC(=NC1)N1CC(CC1)O)C